1-(azepan-1-yl)-4-(4-methoxyphenyl)butan-1-one N1(CCCCCC1)C(CCCC1=CC=C(C=C1)OC)=O